C(C)(C)C1=CNC2=CC=C(C=C12)C1CC(N(CC1)C(=O)OC(C)(C)C)=O tert-butyl 4-(3-isopropyl-1H-indol-5-yl)-2-oxopiperidine-1-carboxylate